N-{2-Chloro-4-[(5-chloro-thiophen-2-ylmethyl)-amino]-phenyl}-2-phenoxyacetamide ClC1=C(C=CC(=C1)NCC=1SC(=CC1)Cl)NC(COC1=CC=CC=C1)=O